copper sulphate titanium [Ti+4].S(=O)(=O)([O-])[O-].[Cu+2].S(=O)(=O)([O-])[O-].S(=O)(=O)([O-])[O-]